N-(1-(m-tolyl)ethyl)acetamide 1-benzyl-1H-pyrrole-3,4-dicarboxylate C(C1=CC=CC=C1)N1C=C(C(=C1)C(=O)O)C(=O)O.C1(=CC(=CC=C1)C(C)NC(C)=O)C